BrC1=C(CS(=O)(=O)C2=CC3=C(S\C(\C(N3)=O)=C/C3=CC=C(C=C3)N3CCN(CC3)C)C=C2)C(=CC=C1)Br (Z)-6-((2,6-dibromobenzyl)sulfonyl)-2-(4-(4-methylpiperazin-1-yl)benzylidene)-2H-benzo[b][1,4]thiazin-3(4H)-one